1-allyl-N-(4,4-difluorocyclohexyl)-4-hydroxy-2-oxo-1,8-naphthyridine-3-carboxamide C(C=C)N1C(C(=C(C2=CC=CN=C12)O)C(=O)NC1CCC(CC1)(F)F)=O